2-((S)-2-((S)-1-((S)-2-Amino-3-(1H-indol-3-yl)propanoyl)pyrrolidine-2-carboxamido)-2-phenylethyl)pyridine N[C@H](C(=O)N1[C@@H](CCC1)C(=O)N[C@@H](CC1=NC=CC=C1)C1=CC=CC=C1)CC1=CNC2=CC=CC=C12